2-(4-((isoquinolin-1-ylmethyl)(quinolin-8-yl)amino)butyl)isoindoline-1,3-dione C1(=NC=CC2=CC=CC=C12)CN(CCCCN1C(C2=CC=CC=C2C1=O)=O)C=1C=CC=C2C=CC=NC12